COP(=O)(O)O.C(C)O[C@@H]1CC[C@H](CC1)N1N=C(C(=C1)NC(=O)C=1N=C(SC1)C=1C=NN(C1)[Na])C1=NC=CC=N1 (4-(4-((1-(Trans-4-ethoxycyclohexyl)-3-(pyrimidin-2-yl)-1H-pyrazol-4-yl)carbamoyl)thiazol-2-yl)-1H-pyrazol-1-yl)sodium methyl-phosphate